2-(7-azabicyclo[2.2.1]hept-7-yl)-N-(3,5-difluoro-4-(3-(1-methyl-1H-pyrazol-4-yl)-1H-pyrazolo[3,4-c]pyridin-5-yl)phenyl)acetamide C12CCC(CC1)N2CC(=O)NC2=CC(=C(C(=C2)F)C=2C=C1C(=CN2)NN=C1C=1C=NN(C1)C)F